ONC(=O)[C@H]1[C@@H]2CC[C@H](CN1S(=O)(=O)C=1C=NC(=CC1)OC1=CC=C(C=C1)C)N2C(=O)OCCOC 2-methoxyethyl (1S,2R,5R)-2-(hydroxycarbamoyl)-3-((6-(p-tolyloxy)pyridin-3-yl)sulfonyl)-3,8-diazabicyclo[3.2.1]octane-8-carboxylate